[Br-].C(CCCCCCCCCCC)[N+](C)(C)CCCCCCCCCCCC bis(dodecyl)dimethyl-ammonium bromide